N1-((5-((2-amino-4-fluorophenyl)carbamoyl)pyrazin-2-yl)methyl)-N4-(1-(3,3-difluoro-4-hydroxy-5-(hydroxymethyl)tetrahydrofuran-2-yl)-2-oxo-1,2-dihydropyrimidin-4-yl)succinamide NC1=C(C=CC(=C1)F)NC(=O)C=1N=CC(=NC1)CNC(CCC(=O)NC1=NC(N(C=C1)C1OC(C(C1(F)F)O)CO)=O)=O